3-methyl-6-(2-methyl-4-pyridinyl)-5-nitro-1,2-benzoxazole CC1=NOC2=C1C=C(C(=C2)C2=CC(=NC=C2)C)[N+](=O)[O-]